mono-citrate trihydrate O.O.O.C(CC(O)(C(=O)O)CC(=O)O)(=O)O